Trans-1-[(benzyloxy)carbonyl]-4-(methoxymethyl)pyrrolidine-3-carboxylic acid C(C1=CC=CC=C1)OC(=O)N1C[C@H]([C@@H](C1)COC)C(=O)O